FC=1C=C(C=C(C1C1CC=NN1C(=O)C12CC(C1)(C2)CN2N=CC1=CC(=CC=C21)C#N)F)C 1-((3-(5-(3,5-Difluoro-4-tolyl)-4,5-dihydro-1H-pyrazole-1-carbonyl)bicyclo[1.1.1]pent-1-yl)methyl)-1H-indazole-5-carbonitrile